C1CC12CN(CCC2)C(=O)C2=CC=C1N=CC(=NC1=C2)C=2C=C1C=CN(C(C1=CC2)=O)C 6-(7-(5-azaspiro[2.5]octan-5-ylcarbonyl)-2-quinoxalinyl)-2-methyl-1(2H)-isoquinolinone